6-(2-chloro-3,5-dimethoxyphenyl)-N-(6-((4-ethylpiperazin-1-yl)methyl)pyridin-3-yl)-[1,2,4]triazolo[4',3':1,6]pyrido[2,3-d]pyrimidin-2-amine ClC1=C(C=C(C=C1OC)OC)C1=CC2=C(N=C(N=C2)NC=2C=NC(=CC2)CN2CCN(CC2)CC)N2C1=NN=C2